1-(2-methylaziridin-1-yl)propan-2-ol CC1N(C1)CC(C)O